O[C@H](CCNC(=O)N1CC2=NN(C=C2C1)C)CN1CC(CC1)C1=CC(=CC=C1)C(F)(F)F N-((3R)-3-Hydroxy-4-(3-(3-(trifluoromethyl)phenyl)pyrrolidin-1-yl)butyl)-2-methyl-2,6-dihydropyrrolo[3,4-c]pyrazole-5(4H)-carboxamide